COC(=O)C1CC2=C(SC(=C2C(C2=C(C=CC=C2)F)=O)N)C1 2-amino-3-(2-fluorobenzoyl)-4H,5H,6H-cyclopenta[b]thiophene-5-carboxylic acid methyl ester